2-Methyl-7-(6-(3-(piperidin-1-yl)propoxy)pyridin-3-yl)-8,9-dihydrospiro[2,4,8,10a-Tetrazanaphtho[2,1,8-cde]azulene-10,1'-cyclobutane]-1(2H)-one CN1C(N2C3=C1C=NC1=CC=C(C(=C31)NCC23CCC3)C=3C=NC(=CC3)OCCCN3CCCCC3)=O